FC(OCC=1[C@@H]([C@@H]([C@H]([C@@H](C1)NCC1(CCCCC1)CC)O)O)O)F (1S,2S,3S,6R)-4-((difluoromethoxy)methyl)-6-(((1-ethylcyclohexyl)methyl)amino)cyclohex-4-ene-1,2,3-triol